3-methoxy-8-((2-(tetrahydro-2H-pyran-4-yl)pyrazolo[1,5-a]pyridin-5-yl)methyl)-1,5-naphthyridine COC=1C=NC2=C(C=CN=C2C1)CC1=CC=2N(C=C1)N=C(C2)C2CCOCC2